(4-bromo-2-nitrophenoxy)oxetane-3-carbonitrile BrC1=CC(=C(OC2OCC2C#N)C=C1)[N+](=O)[O-]